N1=NC(=NN=C1C(=O)O)C(=O)O 1,2,4,5-tetrazine-3,6-dicarboxylic acid